BrC1=CC=C(OC[C@@H]2COC[C@@](O2)(COCC(F)(F)F)C)C=C1 (2R,6S)-6-((4-bromophenoxy)methyl)-2-methyl-2-((2,2,2-trifluoroethoxy)methyl)-1,4-dioxane